N-methyl-2-(4-(4-(3-(6-methylpyridin-2-yl)-1H-pyrazol-4-yl)pyridin-2-yl)phenoxy)ethan-1-amine CNCCOC1=CC=C(C=C1)C1=NC=CC(=C1)C=1C(=NNC1)C1=NC(=CC=C1)C